4-chloro-N-[(1S)-2-(6-fluoro-2,3-dimethylphenyl)-1-(5-oxo-4H-1,3,4-oxadiazol-2-yl)propyl]-2-(1-hydroxy-2-methylpropan-2-yl)benzenesulfonamide ClC1=CC(=C(C=C1)S(=O)(=O)N[C@@H](C(C)C1=C(C(=CC=C1F)C)C)C=1OC(NN1)=O)C(CO)(C)C